BrC1=NC=CC(=N1)C(CC)NS(=O)C(C)(C)C N-(1-(2-bromopyrimidin-4-yl)propyl)-2-methylpropan-2-sulfinamide